N1(CCNCC1)CCNCCN1CCNCC1 bis[2-(piperazin-1-yl)ethyl]amine